tert-butyl (3-bromo-4-((5,5-dimethyl-2,4-dioxo-3-(4-((trifluoromethyl)thio)phenyl)imidazolidin-1-yl)methyl)pyridin-2-yl)carbamate BrC=1C(=NC=CC1CN1C(N(C(C1(C)C)=O)C1=CC=C(C=C1)SC(F)(F)F)=O)NC(OC(C)(C)C)=O